C(C)NCC1=NC2=C(C=CC=C2C=C1)NS(=O)(=O)C1=CC=C(C=C1)C(F)(F)F N-(2-((Ethylamino)methyl)quinolin-8-yl)-4-(trifluoromethyl)-benzenesulfonamide